3-(4,5-dimethyl-thiazole-2-yl)-2,5-diphenyl-tetrazolium bromide [Br-].CC=1N=C(SC1C)N1N([NH2+]C(=N1)C1=CC=CC=C1)C1=CC=CC=C1